tert-butyl 6-[[6-(trifluoromethyl)pyridazin-3-yl]methyl]-2,6-diazaspiro[3.3]heptane-2-carboxylate FC(C1=CC=C(N=N1)CN1CC2(CN(C2)C(=O)OC(C)(C)C)C1)(F)F